1-((3R,4S)-4-((tert-butoxycarbonyl)amino)tetrahydrofuran-3-yl)-2-(4-(6-((4-cyano-2-fluorobenzyl)oxy)pyridin-2-yl)-2,5-difluorobenzyl)-1H-benzo[d]imidazole-6-carboxylic acid C(C)(C)(C)OC(=O)N[C@H]1[C@H](COC1)N1C(=NC2=C1C=C(C=C2)C(=O)O)CC2=C(C=C(C(=C2)F)C2=NC(=CC=C2)OCC2=C(C=C(C=C2)C#N)F)F